C(C)N(CCC1=CNC2=CC=CC(=C12)F)CC N,N-diethyl-2-(4-fluoro-1H-indol-3-yl)ethane-1-amine